N-{[(2R,3S,4R,5R)-5-[2-chloro-6-(cyclopentylamino)-9H-purin-9-yl]-3,4-dihydroxyoxolan-2-yl]methyl}-2-[4-(3-chlorophenyl)-2-oxo-1,3,2λ5-dioxaphosphinan-2-yl]-N-methylacetamide ClC1=NC(=C2N=CN(C2=N1)[C@H]1[C@@H]([C@@H]([C@H](O1)CN(C(CP1(OCCC(O1)C1=CC(=CC=C1)Cl)=O)=O)C)O)O)NC1CCCC1